N-(6,8-dichloro-2,7-naphthyridin-3-yl)cyclopropanecarboxamide ClC=1C=C2C=C(N=CC2=C(N1)Cl)NC(=O)C1CC1